N-[({[3-(6,7-dihydroxy-1-methyl-4-oxo-1,4-dihydroquinolin-3-yl)-6,7-dihydroxy-4-oxo-4H-chromen-5-yl]carbonyl}oxy)acetyl]-L-glutamic acid OC=1C=C2C(C(=CN(C2=CC1O)C)C1=COC2=CC(=C(C(=C2C1=O)C(=O)OCC(=O)N[C@@H](CCC(=O)O)C(=O)O)O)O)=O